BrC1=C(C=CC2=C1N=CS2)C 4-bromo-5-methylbenzo[d]thiazole